6-(r-isobutyl-[1,4'-bipiperidin]-4-yl)-4-methyl-2-(4-(trifluoromethoxy)phenyl)-1H-benzo[d]imidazole C(C(C)C)[C@H]1N(CCC(C1)C=1C=C(C2=C(NC(=N2)C2=CC=C(C=C2)OC(F)(F)F)C1)C)C1CCNCC1